2-(4-(bromomethyl)-3-fluorophenyl)-5-(difluoromethyl)-1,3,4-oxadiazole BrCC1=C(C=C(C=C1)C=1OC(=NN1)C(F)F)F